5-fluoro-2-(2H-1,2,3-triazol-2-yl)benzoic acid FC=1C=CC(=C(C(=O)O)C1)N1N=CC=N1